C(C)(C)(C)C1N2C(C=3N(N=C4C(=CC=CC34)OCC(C)C)C1)=CC(C(=C2)C(=O)O)=O 6-(tert-butyl)-10-isobutoxy-2-oxo-6,7-dihydro-2H-pyrido[2',1':3,4]pyrazino[1,2-b]indazole-3-carboxylic acid